C(=O)O.CN([C@]1(CN(CCC1)C1=CC(=C(C(=C1)C)S(=O)(=O)NC1=NC=NC=C1)C)CCC1=CC(=CC=C1)C(F)(F)F)C (R)-4-(3-(Dimethylamino)-3-(3-(trifluoromethyl)phenethyl)piperidin-1-yl)-2,6-dimethyl-N-(pyrimidin-4-yl)benzenesulfonamide formate